1-(4-(3,4-dichloro-5-fluoro-1H-indole-2-carbonyl)piperazin-1-yl)-2-(oxetan-3-yloxy)ethan-1-one ClC1=C(NC2=CC=C(C(=C12)Cl)F)C(=O)N1CCN(CC1)C(COC1COC1)=O